1-(4-(5-(chlorodifluoromethyl)-1,2,4-oxadiazol-3-yl)phenyl)-2-methoxyethan-1-one ClC(C1=NC(=NO1)C1=CC=C(C=C1)C(COC)=O)(F)F